FC=1C=C(CC2=CC(=NC=C2)N2N=C(C(=C2)C)C(=O)N)C=C(C1)C(F)(F)F 1-(4-(3-Fluoro-5-(trifluoromethyl)benzyl)pyridin-2-yl)-4-methyl-1H-pyrazol-3-carboxamid